triethylammonium hydrogen malate C(C(O)CC(=O)[O-])(=O)O.C(C)[NH+](CC)CC